tetra(octan-3-yl) 9,9',9'',9'''-((((5-((3-(bis(9-(octan-3-yloxy)-9-oxononyl)amino)propyl)carbamoyl)-1,3-phenylene)bis(oxy))bis(propane-3,1-diyl))bis(azanetriyl))tetranonanoate CCC(CCCCC)OC(CCCCCCCCN(CCCNC(=O)C=1C=C(C=C(C1)OCCCN(CCCCCCCCC(=O)OC(CC)CCCCC)CCCCCCCCC(=O)OC(CC)CCCCC)OCCCN(CCCCCCCCC(=O)OC(CC)CCCCC)CCCCCCCCC(=O)OC(CC)CCCCC)CCCCCCCCC(OC(CC)CCCCC)=O)=O